C(C)OC1=C(C=CC=C1)N1CCN(CC1)CC1OCC2=CC(=CC=C2C1=O)OC 3-((4-(2-ethoxyphenyl)piperazin-1-yl)methyl)-7-methoxyisochroman-4-one